FC1C2(C3=CCCN3C1)CC2 fluorotetrahydrospiro[cyclopropane-1,1'-pyrrolizin]